N1N=CC2=CC(=CC=C12)NC1=NC(=NC=C1)C=1C=C(C2=C(SC(=C2)C(=O)NC2=CN=NC=C2)C1)F 6-(4-((1H-indazol-5-yl)amino)-pyrimidin-2-yl)-4-fluoro-N-(pyridazin-4-yl)benzo[b]-thiophene-2-carboxamide